FC(CCC1=NN=C(S1)C(=O)NCC1=NC(=CC=C1)C(F)(F)F)CN1N=NC(=C1)C(NCC1=NC=CC(=C1)C(F)(F)F)=O 5-{3-fluoro-4-[4-({[4-(trifluoromethyl)pyridin-2-yl]methyl}carbamoyl)-1H-1,2,3-triazol-1-yl]butyl}-N-{[6-(trifluoromethyl)pyridin-2-yl]methyl}-1,3,4-thiadiazole-2-carboxamide